NC=1C(=NC(=C(N1)C=1OC=CN1)C=1C=CC=2N(C1)C(=CN2)C)C(=O)NCC2CCOCC2 3-amino-6-(3-methylimidazo[1,2-a]pyridin-6-yl)-5-(oxazol-2-yl)-N-((tetrahydro-2H-pyran-4-yl)methyl)pyrazine-2-carboxamide